(2RS)-2-[6-[2-(6-Amino-3-pyridyl)ethynyl]-1-oxo-isoindolin-2-yl]-2-(5-chloro-2-hydroxyphenyl)-N-thiazol-2-yl-acetamide NC1=CC=C(C=N1)C#CC1=CC=C2CN(C(C2=C1)=O)[C@@H](C(=O)NC=1SC=CN1)C1=C(C=CC(=C1)Cl)O |r|